S(=O)(=O)(ON1[C@@H]2CC[C@H](N(C1=O)C2)C(N)=O)O [2S,5R]-2-carbamoyl-7-oxo-1,6-diazabicyclo[3.2.1]octane-6-yl hydrogen sulfate